C=1(C(=CC=C2C3=CC=C4C=CC=CC4=C3C=CC12)N)N Chrysendiamine